para-phenylenebenzobisthiazole C1(=CC=C(C=C1)C=1SC2=C(N1)C=CC=C2)C=2SC1=C(N2)C=CC=C1